C1(=CC=CC=C1)[C@H](C)SC=1N=C(C2=C(N1)N=C(S2)N)N 5-{[(1S)-1-phenylethyl]thio}[1,3]thiazolo[4,5-d]pyrimidine-2,7-diamine